N-(4-(1-Ethyl-3-(pyridin-3-yl)-1H-pyrazol-4-yl)pyrimidin-2-yl)-3-(oxetan-3-yl)-2,3,4,5-tetrahydro-1H-benzo[d]azepin-7-amine C(C)N1N=C(C(=C1)C1=NC(=NC=C1)NC1=CC2=C(CCN(CC2)C2COC2)C=C1)C=1C=NC=CC1